C(C)(C)(C)N=P1(N(CCCN1C)C)N(CC)CC 2-tert-butylimino-N,N-diethyl-1,3-dimethyl-1,3,2-diazaphosphinan-2-amine